C(C)OC(=O)C12CCC(N2CC2(C1)C(C2)(F)F)=O.FC2=NC=CC(=C2)C2=NN1C(=NC=3C=CC=CC3C1=N2)N[C@H]2C(NCCCC2)=O (3R)-3-{[2-(2-fluoropyridin-4-yl)[1,2,4]triazolo[1,5-c]quinazolin-5-yl]amino}azepan-2-one ethyl-2,2-difluoro-5'-oxodihydro-1'H,3'H-spiro[cyclopropan-1,2'-pyrrolizin]-7a'(5'H)-formate